2-bromo-4-chloro-5-(dimethoxymethyl)-1-(phenylsulfonyl)-1H-pyrrolo[2,3-b]pyridine BrC1=CC=2C(=NC=C(C2Cl)C(OC)OC)N1S(=O)(=O)C1=CC=CC=C1